CS(=O)(=O)C=1C=C2CCCN(C2=CC1)C(=O)C=1C=CC=2N(C1)C(=CN2)C=2C=CC(=NC2)NC(OC)=O methyl N-[5-[6-(6-methylsulfonyl-3,4-dihydro-2H-quinoline-1-carbonyl)imidazo[1,2-a]pyridin-3-yl]-2-pyridyl]carbamate